C1(=CC=CC=C1)CN(C)C phenyl-trimethyl-amine